1-hydroxy-2-(5H-imidazo[5,1-a]isoindol-5-yl)-7-azaspiro[3.5]nonane-7-carboxylic acid tert-butyl ester C(C)(C)(C)OC(=O)N1CCC2(CC(C2O)C2N3C(C4=CC=CC=C24)=CN=C3)CC1